NC1=NC=C(C(=N1)C1=CN(C2=NC=C(C=C21)C#CC(C)(O)C)CCCC)Cl 4-(3-(2-amino-5-chloropyrimidin-4-yl)-1-n-butyl-1H-pyrrolo[2,3-b]pyridin-5-yl)-2-methylbut-3-yn-2-ol